COC(N[C@H](C(=O)NC=1C(N(C=CC1)CC1=NC2=C(N1)C(=CC(=C2OC2=C(C=C(C=C2)F)F)F)F)=O)CC\C=C\C(=O)N(C)C)=O Methyl-(S,E)-(1-((1-((4-(2,4-difluorophenoxy)-5,7-difluoro-1H-benzo[d]imidazol-2-yl)methyl)-2-oxo-1,2-dihydropyridin-3-yl)amino)-7-(dimethylamino)-1,7-dioxohept-5-en-2-yl)carbamat